ClC1=CC(=C(C=C1Cl)[C@@H](C1CCN(CC1)C(=O)NCCO)N[S@@](=O)C(C)(C)C)OCC=C 4-[(R)-[4,5-dichloro-2-(prop-2-en-1-yloxy)phenyl]([[(S)-2-methylpropane-2-sulfinyl]amino])methyl]-N-(2-hydroxyethyl)piperidine-1-carboxamide